6-(1-Acetyl-4-piperidyl)-2-[(2R)-3-(3,4-dihydro-1H-isochinolin-2-yl)-2-hydroxy-propyl]-3,4-dihydroisochinolin-1-on C(C)(=O)N1CCC(CC1)C=1C=C2CCN(C(C2=CC1)=O)C[C@@H](CN1CC2=CC=CC=C2CC1)O